OC1=C(C=C(C=C1)O)S 2,5-dihydroxythiophenol